5-chloro-N-(2,4-difluoro-3-(7-fluoro-3-(1H-imidazol-2-yl)-1H-indazol-6-yl)phenyl)-2-methoxy-pyridine-3-sulfonamide ClC=1C=C(C(=NC1)OC)S(=O)(=O)NC1=C(C(=C(C=C1)F)C1=CC=C2C(=NNC2=C1F)C=1NC=CN1)F